C1(=CC=CC=C1)C(=O)C1=C(C=CC=C1)N (2-aminophenyl) (phenyl) ketone